1-(3,5-dichlorophenyl)-3-(5-fluoro-2-hydroxymethylphenyl)urea ClC=1C=C(C=C(C1)Cl)NC(=O)NC1=C(C=CC(=C1)F)CO